methyl (E)-3-(2-bromothiazol-5-yl)acrylate BrC=1SC(=CN1)/C=C/C(=O)OC